Dineopentyl-2,3-diisobutylsuccinate C(C(C)(C)C)OC(C(C(C(=O)OCC(C)(C)C)CC(C)C)CC(C)C)=O